C(C1=CC=CC=C1)C=1NC(=NN1)C(=O)NC1=NC=CC(=C1)C1=C(C=CC(=C1)OCC(C)(C)O)C(F)(F)F 5-benzyl-N-(4-(5-(2-hydroxy-2-methylpropoxy)-2-(trifluoromethyl)phenyl)pyridin-2-yl)-4H-1,2,4-triazole-3-carboxamide